ClC1=C(C=CC=2C(=C3N(C12)CCNC3)C=3C=NNC3)Cl 6,7-dichloro-10-(1H-pyrazol-4-yl)-1,2,3,4-tetrahydropyrazino[1,2-a]indole